6-(3-((1-(2,4-difluorophenyl)cyclopropyl)glycyl)-3,8-diazabicyclo[3.2.1]octan-8-yl)nicotinonitrile FC1=C(C=CC(=C1)F)C1(CC1)NCC(=O)N1CC2CCC(C1)N2C2=NC=C(C#N)C=C2